CS(=O)(=O)C1=NC=2N(C(=N1)N)N=C(N2)C=2SC=CN2 5-(methylsulfonyl)-2-(thiazol-2-yl)-[1,2,4]triazolo[1,5-a][1,3,5]triazin-7-amine